tert-butyl 4-[5-[5-(methoxymethoxy)-2,7-dimethyl-indazol-6-yl]pyrazolo[4,3-b]pyridin-2-yl]piperidine-1-carboxylate COCOC1=CC2=CN(N=C2C(=C1C=1C=CC=2C(N1)=CN(N2)C2CCN(CC2)C(=O)OC(C)(C)C)C)C